sebacic acid hexamethylenediamine salt NCCCCCCN.C(CCCCCCCCC(=O)O)(=O)O